butyl 3-(2,7-dichloro-8-fluoropyrido[4,3-d]pyrimidin-4-yl)-3,8-diazabicyclo[3.2.1]octane-8-carboxylate ClC=1N=C(C2=C(N1)C(=C(N=C2)Cl)F)N2CC1CCC(C2)N1C(=O)OCCCC